4-((2'S,3'R,4'S,5'R)-6-chloro-4'-(3-chloro-2-fluorophenyl)-2'-neopentyl-2-oxospiro[indoline-3,3'-pyrrolidine]-5'-carboxamido)-3-methoxybenzoic acid ClC1=CC=C2C(=C1)NC([C@@]21[C@@H](N[C@H]([C@@H]1C1=C(C(=CC=C1)Cl)F)C(=O)NC1=C(C=C(C(=O)O)C=C1)OC)CC(C)(C)C)=O